ClC1=C(C=CC(=C1)F)[N+]#[C-] 2-CHLORO-4-FLUOROPHENYLISOCYANIDE